NC1=C(N=CC(=N1)N1CCC2([C@@H]([C@@H](OC2)C)NCC2=CC(=C(C=C2)C2C(NC(CC2)=O)=O)F)CC1)SC1=C(C(=NC=C1)N)Cl 3-(4-((((3S,4S)-8-(6-amino-5-((2-amino-3-chloropyridin-4-yl)thio)pyrazin-2-yl)-3-methyl-2-oxa-8-azaspiro[4.5]decan-4-yl)amino)methyl)-2-fluorophenyl)piperidine-2,6-dione